5-bromo-N1,N3-bis(2-(2-(2-(4-(6,8-dichloro-2-methyl-1,2,3,4-tetrahydroisoquinolin-4-yl)phenylsulfonamido)ethoxy)ethoxy)ethyl)isophthalamide BrC=1C=C(C=C(C(=O)NCCOCCOCCNS(=O)(=O)C2=CC=C(C=C2)C2CN(CC3=C(C=C(C=C23)Cl)Cl)C)C1)C(=O)NCCOCCOCCNS(=O)(=O)C1=CC=C(C=C1)C1CN(CC2=C(C=C(C=C12)Cl)Cl)C